O=C1NC(CC[C@@H]1C1=CC=C(C=C1)N1CCCCC1)=O 1-{4-[(3R)-2,6-dioxopiperidin-3-yl]phenyl}piperidin